C(#N)C1(CCC1)C(=O)N1CC2(CC2)[C@@H]([C@@H]1CC=1C(=C(C=C(C1)F)C1=CC=CC=C1)F)NS(=O)(=O)CF N-((6S,7S)-5-(1-cyanocyclobutane-1-carbonyl)-6-((2,5-difluoro-[1,1'-biphenyl]-3-yl)methyl)-5-azaspiro[2.4]heptan-7-yl)-1-fluoromethanesulfonamide